N1N=CC2=C(C=CC=C12)NC(=O)N (1H-indazol-4-yl)-urea